5-[2-[(2S)-2-methylazetidin-1-yl]-6,7-dihydro-5H-cyclopenta[d]pyrimidin-4-yl]-1,3-dihydrobenzimidazol-2-one C[C@@H]1N(CC1)C=1N=C(C2=C(N1)CCC2)C2=CC1=C(NC(N1)=O)C=C2